BrCC=1C(OCCC1)=O 3-bromomethyl-5,6-dihydro-2H-pyran-2-one